C(C1=CC=CC=C1)N1C(=NC2=C1C=C(C=C2)C#N)C=2OC=CC2 1-benzyl-2-(furan-2-yl)-1H-benzo[d]imidazole-6-carbonitrile